FC(S(=O)(=O)C=1C(=NC=CC1)NC=1C=C(N=NC1C(NC([2H])([2H])[2H])=O)NC(OC)=O)F Methyl (5-((3-((difluoromethyl)sulfonyl)pyridin-2-yl)amino)-6-((methyl-d3)carbamoyl)-pyridazin-3-yl)carbamate